OC1=C(C=CC(=C1)C(F)(F)F)C=1C2=C(C(=NN1)N[C@H]1CN(CCC1)C1CCN(CC1)C(=O)OC(C)(C)C)COC2 tert-butyl (R)-3-((4-(2-hydroxy-4-(trifluoromethyl)phenyl)-5,7-dihydrofuro[3,4-d]pyridazin-1-yl)amino)-[1,4'-bipiperidine]-1'-carboxylate